Cl.NC(C(=O)OC)C1CCCCC1 methyl 2-amino-2-cyclohexylacetate hydrochloride